O[C@@H]1[C@H](O[C@H]([C@@H]1O)N1C2=NC(=NC(=C2N=C1)NCC1=NC=CC(=C1)C)C=1C=NC=C(C1)OC)C(=O)NC(C)C (2S,3S,4R,5R)-3,4-dihydroxyl-N-isopropyl-5-(2-(5-methoxypyridin-3-yl)-6-(((4-methylpyridin-2-yl)methyl)amino)-9H-purin-9-yl)tetrahydrofuran-2-formamide